COC1=C(C(=O)NCC2=C(C=C(C=C2)C2=NN3C(NC4=C(CC3)C=CC=C4)=C2C(=O)N)C)C=CC=C1C 2-(4-((2-methoxy-3-methylbenzamido)methyl)-3-methylphenyl)-9,10-dihydro-4H-benzo[d]pyrazolo[1,5-a][1,3]diazepine-3-carboxamide